COC1=C(N=CC(=N1)C=1C=NC(=NC1)CNC(OC(C)(C)C)=O)NC(=O)C=1C(=NOC1C)C1=CC=CC=C1 tert-butyl N-[[5-[6-methoxy-5-[(5-methyl-3-phenyl-isoxazole-4-carbonyl)amino]pyrazin-2-yl]pyrimidin-2-yl]methyl]carbamate